C(#N)N(CC(=O)O)C1=CC=CC=C1 N-cyanophenyl-glycine